Methyl (1H-indole-2-carbonyl)-L-leucinate N1C(=CC2=CC=CC=C12)C(=O)N[C@@H](CC(C)C)C(=O)OC